CCNCCOCCOCCOCC 6,9,12-trioxa-3-azatetradecane